ClC=1C=CC2=C(N(C(O2)=O)C)C1 5-chloro-3-methyl-1,3-benzoxazol-2(3H)-one